C(C)(C)(C)OC(=O)N1CCN(CC1)C1=CC=C(C=C1)N1[Se]C2=C(C1=O)C=CC=C2Br 4-(4-(7-bromo-3-oxo-benzo[d][1,2]selenazol-2(3H)-yl)phenyl)piperazine-1-carboxylic acid tert-butyl ester